ClC1=C(C=CC(=C1)N1CCNCC1)N1C(NC(CC1)=O)=O 1-(2-chloro-4-piperazin-1-yl-phenyl)hexahydropyrimidine-2,4-dione